((3R,5R)-3-Amino-5-fluoropiperidin-1-yl)(2-(1-(cyclopropylmethyl)-6-(1,1,1-trifluoro-2-hydroxypropan-2-yl)-1H-pyrrolo[2,3-b]pyridin-2-yl)-3-methylpyrazolo[1,5-a]pyridin-6-yl)methanone N[C@H]1CN(C[C@@H](C1)F)C(=O)C=1C=CC=2N(C1)N=C(C2C)C2=CC=1C(=NC(=CC1)C(C(F)(F)F)(C)O)N2CC2CC2